2-(4-(hexyloxy)phenyl)acetonitrile C(CCCCC)OC1=CC=C(C=C1)CC#N